2,2'-oxybis(propan-1-ol) O(C(CO)C)C(CO)C